NCC(CN1N=NN(C1=O)C1=CC(=CC=C1)C1=CC=C(C=C1)S(=O)(=O)C)=C(F)F 1-[2-(aminomethyl)-3,3-difluoro-allyl]-4-[3-(4-methylsulfonylphenyl)phenyl]tetrazol-5-one